COC=1C=C(C=CC1)S(=O)(C)=NC1=C(C=CC=C1)C#CC=1C=CC(=NC1)C(=O)O 5-[2-(2-{[(3-methoxyphenyl)(methyl)oxo-λ6-sulfanylidene]amino}phenyl)ethynyl]pyridine-2-carboxylic acid